tert-butyl 4-[3-(2,6-dioxo-3-piperidyl)-1-ethyl-indazol-6-yl]-3,3-difluoro-piperidine-1-carboxylate O=C1NC(CCC1C1=NN(C2=CC(=CC=C12)C1C(CN(CC1)C(=O)OC(C)(C)C)(F)F)CC)=O